CC1=C(C=2N(C=C1C1=CC3=C(N(C(N3)=O)C3CCC(CC3)NC3COC3)C=C1C(C)C)N=CN2)C 5-(7,8-Dimethyl-[1,2,4]triazolo[1,5-a]pyridin-6-yl)-6-isopropyl-1-((1S,4S)-4-(oxetan-3-ylamino)cyclohexyl)-1,3-dihydro-2H-benzo[d]imidazol-2-on